ClC1=C(C=C2C=C(NC2=C1)C=1C=CC(=NC1)N1CCS(CC1)(=O)=O)C=1C=NC=C(C1)OC 4-(5-(6-chloro-5-(5-methoxypyridin-3-yl)-1H-indol-2-yl)pyridin-2-yl)thiomorpholine 1,1-dioxide